3-benzothiophenecarboxamide S1C=C(C2=C1C=CC=C2)C(=O)N